C1(=CC=CC=C1)C(CNC1CC1)=C (2-phenylallyl)cyclopropylamine